BrC=1C=CC=C2C(NNC12)=O 7-bromo-1,2-dihydro-3H-indazol-3-one